tert-Butyl (1-(4-bromo-2-fluoro-3-hydroxy-6-methoxyphenyl)butan-2-yl)carbamate BrC1=C(C(=C(C(=C1)OC)CC(CC)NC(OC(C)(C)C)=O)F)O